N-(2-(2-((4-(4-ethylpiperazin-1-yl)phenyl)amino)quinazolin-8-yl)pyridin-4-yl)acrylamide C(C)N1CCN(CC1)C1=CC=C(C=C1)NC1=NC2=C(C=CC=C2C=N1)C1=NC=CC(=C1)NC(C=C)=O